CN(CCN(C)C)C1=CC=C(C=C1)NC1=NC=C2N=C(N(C2=N1)[C@@H]1CN(CC1)C(C=C)=O)NC1=CC=CC=C1 (S)-2-(4-(N-methyl-N-(2-dimethylaminoethyl)amino)phenylamino)-8-phenylamino-9-(N-acryloyl-3-pyrrolidinyl)-9H-purine